N1-(4-amino-1,3-dihydrofuro[3,4-c]pyridin-7-yl)-N2-(1-(3-fluoropyridin-2-yl)ethyl)-N2-((6-(trifluoromethyl)pyridin-3-yl)methyl)oxalamide NC1=NC=C(C2=C1COC2)NC(C(=O)N(CC=2C=NC(=CC2)C(F)(F)F)C(C)C2=NC=CC=C2F)=O